15-Iodopentadecanoic acid ICCCCCCCCCCCCCCC(=O)O